BrC1=CC=C(S1)C=1N(C(C2=C(N(C(C21)=O)CC(CCCCCCCCCC)CCCCCCCC)C=2SC(=CC2)Br)=O)CC(CCCCCCCCCC)CCCCCCCC 3,6-bis-(5-bromothiophen-2-yl)-2,5-bis-(2-octyl-1-dodecyl)pyrrolo[3,4-c]Pyrrole-1,4-dione